1-[4-hydroxy-3-(trifluoromethyl)phenyl]ethanone 4-hydroxyphenylacetate OC1=CC=C(C=C1)CC(=O)O.OC1=C(C=C(C=C1)C(C)=O)C(F)(F)F